(E)-3-(1H-indol-3-yl)-2-methyl-1-(3,4,5-trimethoxyphenyl)prop-2-en-1-one N1C=C(C2=CC=CC=C12)/C=C(/C(=O)C1=CC(=C(C(=C1)OC)OC)OC)\C